potassium trifluoro(methoxymethyl)boranuide F[B-](COC)(F)F.[K+]